5-bromo-3-hydroxypyridine-2-carbaldehyde BrC=1C=C(C(=NC1)C=O)O